CN(C(=O)[C@@H]1OCCC1)C1N(C2=NC=CC=C2CC1)C(=O)N ((R)-N-methyltetrahydrofuran-2-carboxamido)-3,4-dihydro-1,8-naphthyridin-1(2H)-carboxamide